2-furancarboxamide hydrochloride Cl.O1C(=CC=C1)C(=O)N